Cl.O1CC(CC12CCCCC2)N 1-oxaspiro[4.5]decan-3-amine hydrochloride